1-methyl-5-(4,4,5,5-tetramethyl-1,3,2-dioxaborolan-2-yl)triazole CN1N=NC=C1B1OC(C(O1)(C)C)(C)C